(2R)-2-methoxy-2-[3-(oxetan-3-yl)phenyl]-N-[5-[[(3R)-1-pyridazin-3-ylpyrrolidin-3-yl]amino]-1,3,4-thiadiazol-2-yl]acetamide CO[C@@H](C(=O)NC=1SC(=NN1)N[C@H]1CN(CC1)C=1N=NC=CC1)C1=CC(=CC=C1)C1COC1